FC=1C=C(C#N)C=C(C1)[C@@H]1CC=NN1C(=O)N1CCN(CC1)C1=NC=C(C(=N1)N1N=C(N=C1C)C(F)(F)F)F (S)-3-fluoro-5-(1-(4-(5-fluoro-4-(5-methyl-3-(trifluoromethyl)-1H-1,2,4-triazol-1-yl)pyrimidin-2-yl)piperazine-1-carbonyl)-4,5-dihydro-1H-pyrazol-5-yl)benzonitrile